3,5,6-trifluoro-2-methyl-1H-indole-7-carboxamide FC1=C(NC2=C(C(=C(C=C12)F)F)C(=O)N)C